indoleamidine N1C(=CC2=CC=CC=C12)C(=N)N